N'-[(4-amino-2-methylpyrimidin-5-yl)methyl]-N-(2-chloroethyl)-N-nitrosourea NC1=NC(=NC=C1CNC(N(N=O)CCCl)=O)C